(1R,2S,3S,4R)-3-((6-bromo-2-chloropyrrolo[2,1-f][1,2,4]triazin-4-yl)amino)bicyclo[2.2.2]octane-2-carboxylic acid ethyl ester C(C)OC(=O)[C@H]1C2CCC([C@@H]1NC1=NC(=NN3C1=CC(=C3)Br)Cl)CC2